FC(C1=NC=CC(=C1)NC(=O)N1CC=2N(C[C@@H]1C)N=CC2N2S(CCC2)(=O)=O)F (6S)-N-[2-(difluoromethyl)-4-pyridyl]-3-(1,1-dioxo-1,2-thiazolidin-2-yl)-6-methyl-6,7-dihydro-4H-pyrazolo[1,5-a]pyrazine-5-carboxamide